3-(bis(4-fluorophenyl)methyl)-N-(3,4-dichlorophenyl)piperidine-1-sulfonamide FC1=CC=C(C=C1)C(C1CN(CCC1)S(=O)(=O)NC1=CC(=C(C=C1)Cl)Cl)C1=CC=C(C=C1)F